CC1=CC(=NO1)C(=O)NC1=C(C=C(C=C1)C1CC(NC(C1)(C)C)(C)C)C=1CCC(CC1)C 5-methyl-N-(4'-methyl-5-(2,2,6,6-tetramethylpiperidin-4-yl)-2',3',4',5'-tetrahydro-[1,1'-biphenyl]-2-yl)isoxazole-3-carboxamide